(S)-4-((1-(3-bromophenyl)ethyl)amino)-5-chloro-2-fluoro-N-(thiazol-2-yl)benzenesulfonamide BrC=1C=C(C=CC1)[C@H](C)NC1=CC(=C(C=C1Cl)S(=O)(=O)NC=1SC=CN1)F